C(C1=CC=CC=C1)N1CC(CCC1)C1=CC=NC=2N1N=C(C2C2=C(C=NC=C2)F)C 7-(1-Benzylpiperidin-3-yl)-3-(3-fluoropyridin-4-yl)-2-methylpyrazolo[1,5-a]pyrimidine